N-(1-(4-bromophenyl)-5-cyano-1H-benzo[d]imidazol-2-yl)-1-ethyl-3-methyl-1H-pyrazole-5-formamide BrC1=CC=C(C=C1)N1C(=NC2=C1C=CC(=C2)C#N)NC(=O)C2=CC(=NN2CC)C